ClC1=C(C=CC(=C1)C(F)(F)F)N1C(SC2=C1C=CC(=C2)S)=O 3-(2-chloro-4-(trifluoromethyl)phenyl)-6-mercaptobenzothiazol-2(3H)-one